C(C)C1=CN=C2N1C=C(C=N2)C=2C=CN1N=C(N=CC12)N[C@@H]1C[C@H](C1)N trans-N1-(5-(3-ethylimidazo[1,2-a]pyrimidin-6-yl)pyrrolo[2,1-f][1,2,4]triazin-2-yl)cyclobutane-1,3-diamine